(2-cyclopropyl-4-(1-(2,6-dichlorophenyl)azetidin-3-yl)-6-methylbenzyl)-3-methylazetidin-3-ol C1(CC1)C1=C(CN2CC(C2)(O)C)C(=CC(=C1)C1CN(C1)C1=C(C=CC=C1Cl)Cl)C